Sodium N-[4-(2-methylpropyl)-1,3-thiazol-2-yl]sulfamate CC(CC=1N=C(SC1)NS([O-])(=O)=O)C.[Na+]